C1(CCCC1)C1=NC(=CC(=N1)C)C 2-cyclopentyl-4,6-dimethylpyrimidine